2-(7-methoxy-1-methyl-1,2,3,4-tetrahydronaphthalen-1-yl)-N-methylethan-1-amine COC1=CC=C2CCCC(C2=C1)(C)CCNC